1-(bisacryloyloxymethyl)ethyl isocyanate C(C=C)(=O)OC(C(C)N=C=O)OC(C=C)=O